benzyl (R)-(2-(5-(1-((7-chloro-4-methylpyrido[3,4-d]pyridazin-1-yl)amino)ethyl)selenophene-3-yl)benzyl)(methyl)carbamate ClC1=CC=2C(=C(N=NC2N[C@H](C)C2=CC(=C[Se]2)C2=C(CN(C(OCC3=CC=CC=C3)=O)C)C=CC=C2)C)C=N1